C(C=C)N1C(C2=CC=3C(N(C(C3C=C2C1=O)=O)COCC[Si](C)(C)C)=O)=O 2-Allyl-6-((2-(trimethylsilyl)ethoxy)methyl)pyrrolo[3,4-f]isoindole-1,3,5,7(2H,6H)-tetraone